C[C@]1(C(NC(N1)=O)=O)C1=CC=C(C=C1)C (R)-5-methyl-5-(p-tolyl)imidazolidine-2,4-dione